1-(3-{[(3R)-4-methylmorpholin-3-yl]methoxy}pyridin-4-yl)methanamine CN1[C@H](COCC1)COC=1C=NC=CC1CN